C(C)(C)(C)OC(=O)NS(=O)(=O)N(C1CC2(CN(C2)C(=O)OC(C)(C)C)C1)CCF tert-butyl 6-((N-(tert-butoxycarbonyl)sulfamoyl)(2-fluoroethyl)amino)-2-azaspiro[3.3]heptane-2-carboxylate